(1S,4r)-N-((S)-1-(5-(2-Methoxychinolin-3-yl)-1,3,4-oxadiazol-2-yl)-7-oxononyl)-1'-oxo-1'H-spiro[cyclohexan-1,3'-furo[3,4-c]pyridin]-4-carboxamid COC1=NC2=CC=CC=C2C=C1C1=NN=C(O1)[C@H](CCCCCC(CC)=O)NC(=O)C1CCC2(OC(C3=C2C=NC=C3)=O)CC1